7-tert-butyl 1-ethyl 2-{4-[(tert-butyldimethylsilyl) oxy]phenyl}-6-methyl-3-oxo-5H,6H,8H-imidazo[1,5-a]pyrazine-1,7-dicarboxylate [Si](C)(C)(C(C)(C)C)OC1=CC=C(C=C1)N1C(N2C(CN(C(C2)C)C(=O)OC(C)(C)C)=C1C(=O)OCC)=O